FC1(CN(CC1)C1=NC=CC(=C1C1=NC2=C(C=NC(=C2)C)N1COCC[Si](C)(C)C)C1=C(C=CC=C1)F)F 2-[[2-[2-(3,3-difluoropyrrolidin-1-yl)-4-(2-fluorophenyl)-3-pyridyl]-6-methyl-imidazo[4,5-c]pyridin-3-yl]methoxy]ethyl-trimethyl-silane